C(C)(C)(C)C=1C=C(C=C(C1)C(C)(C)C)S(=O)(=O)[O-].[K+] potassium 3,5-di-t-butylbenzenesulfonate